D-threo-hex-2-enitol C(C(O)=C(O)[C@@H](O)[C@H](O)CO)O